C(C)C1N(CCC(C1)(C(=O)O)CC1=NC(=CC=C1F)NC=1SC=CN1)CC1=C(C(=CC=C1)OC(F)(F)F)F 2-ethyl-1-(2-fluoro-3-(trifluoromethoxy)benzyl)-4-((3-fluoro-6-(thiazol-2-ylamino)pyridine-2-yl)methyl)piperidine-4-carboxylic acid